OC[C@H]1NC(C2N(CCN(C2)C(=O)OC(C)(C)C)C1)=O tert-butyl (7S)-7-(hydroxymethyl)-9-oxooctahydro-2H-pyrazino[1,2-a]pyrazine-2-carboxylate